ClC=1C(=C(C=CC1)N1CCN(CC1)C(CN1N=C(C=2CC(CCC12)(F)F)C(=O)N1CCC(CC1)(O)CF)=O)C 1-(4-(3-Chloro-2-methylphenyl)piperazin-1-yl)-2-(5,5-difluoro-3-(4-(fluoromethyl)-4-hydroxypiperidin-1-carbonyl)-4,5,6,7-tetrahydro-1H-indazol-1-yl)ethan-1-on